N-((6-(4-chlorophenyl)imidazo[2,1-b]thiazol-5-yl)methyl)-2-(3,4-dichlorophenyl)-N-ethylethan-1-amine ClC1=CC=C(C=C1)C=1N=C2SC=CN2C1CN(CCC1=CC(=C(C=C1)Cl)Cl)CC